N[C@H](C(=O)O)CCCCSC (2S)-2-amino-6-(methylsulfanyl)hexanoic acid